(S)-tert-butyl (4-methyl-1-morpholino-oxopentan-2-yl)carbamate CC(C[C@@H](CN1CCOCC1)NC(OC(C)(C)C)=O)C=O